O1-benzyl O7-methyl 3-oxo-2,4-dihydrothieno[3,4-b]pyridine-1,7-dicarboxylate O=C1CC=2C(N(C1)C(=O)OCC1=CC=CC=C1)=C(SC2)C(=O)OC